rac-(3r,5s)-3-hydroxy-5-methylpiperidine-1-carboxylic acid tert-butyl ester C(C)(C)(C)OC(=O)N1C[C@@H](C[C@@H](C1)C)O |r|